(S)-4-((2-acetamidoethyl)(4-(5,6,7,8-tetrahydro-1,8-naphthyridin-2-yl)butyl)amino)-2-((5-phenylpyrazin-2-yl)amino)butanoic acid C(C)(=O)NCCN(CC[C@@H](C(=O)O)NC1=NC=C(N=C1)C1=CC=CC=C1)CCCCC1=NC=2NCCCC2C=C1